FC1=NC(=CC(=C1)NC=1SC(=C(N1)C(=O)NC1C(CC1)C)C)F 2-[(2,6-difluoro-4-pyridinyl)amino]-5-methyl-N-(2-methylcyclobutyl)thiazole-4-carboxamide